FC1=C(C=CC(=C1)F)S(=O)(=O)NC=1C(=NC=C(C1)C=1C=C2C(=NC=NC2=CC1)N1CCN(CC1)C(C(C(C)=O)=C)=O)OC 2,4-difluoro-N-(2-methoxy-5-(4-(4-(2-methylene-3-oxobutyryl)piperazin-1-yl)quinazolin-6-yl)pyridine-3-yl)benzenesulfonamide